ClC1=NC(=C2N=C(N(C2=N1)C)C=1CCN(CC1)C(=O)OC(C)(C)C)N1CCOCC1 tert-butyl 4-(2-chloro-9-methyl-6-morpholino-9H-purin-8-yl)-3,6-dihydropyridine-1(2H)-carboxylate